C1(CCCC1)N1C(C2=CC=C(C=C2C1)OC(C=1C=C(C=CC1)C1=CC(=C(C=C1)Cl)C(=O)[O-])OC=1C=C2CN(C(C2=CC1)=O)C1CCCC1)=O.[Na+] sodium 3'-(bis((2-cyclopentyl-1-oxoisoindolin-5-yl)oxy)methyl)-4-chloro-[1,1'-biphenyl]-3-carboxylate